OCC1(C(NN(C1)C1=CC=CC=C1)=O)C 4-hydroxymethyl-4-methyl-1-phenyl-3-pyrazolidinone